C12CN(CC2C1)C1=C(C=C(C=C1)C1=NNC(OC1)=O)C(F)(F)F 5-[4-(3-azabicyclo[3.1.0]hex-3-yl)-3-(trifluoromethyl)phenyl]-3,6-dihydro-2H-1,3,4-oxadiazin-2-one